N'-cyclopropylsulfonyl-oxamide C1(CC1)S(=O)(=O)NC(C(N)=O)=O